[Si](C)(C)(C(C)(C)C)O[C@H]1[C@@H]([C@@H]2[C@@H](OC(C2)=O)C1)C=O (3aR,4R,5R,6aS)-5-((tert-butyldimethylsilyl)oxy)-2-oxohexahydro-2H-cyclopenta[b]furan-4-carbaldehyde